laurylphosphorate C(CCCCCCCCCCC)OP([O-])([O-])=O